ClC=1C=C(C=C(C1)C(=O)OC)[C@H]1N(CCOC1)C(=O)OC(C)(C)C tert-butyl (R)-3-(3-chloro-5-(methoxycarbonyl)phenyl)morpholine-4-carboxylate